FC1(CCC(CC1)[C@@]1(C(NC2=C(C(=CC=C12)F)F)=O)C1=CC=C(C=C1)B(O)O)F (R)-(4-(3-(4,4-difluorocyclohexyl)-6,7-difluoro-2-oxoindolin-3-yl)phenyl)boronic acid